ClC=1C(=NC=CC1)NC1=NC(=NC=C1)N1CCC(CC1)(F)F 3-chloro-2-((2-(4,4-difluoropiperidin-1-yl)pyrimidin-4-yl)amino)pyridine